[4-(4-cyclopropylpyrimidin-2-yl)piperidine-1-carbonyl]-6-methyl-N-(1-methylcyclopropyl)furo[2,3-d]pyrimidin-4-amine C1(CC1)C1=NC(=NC=C1)C1CCN(CC1)C(=O)C=1N=C(C2=C(N1)OC(=C2)C)NC2(CC2)C